C(C)(C)(C)C1=CCN(C=C1)C 4-tert-butyl-1-methylpyridine